6-methylpyridine-3-sulfonamide hydrochloride Cl.CC1=CC=C(C=N1)S(=O)(=O)N